C(C1=CC=CC=C1)OC1=C(C=C(C=C1)C1=CC(=CC=2N(C(N(C21)C)=O)CC(=O)NC2=CC=C(C=C2)F)C(F)(F)F)OC 2-(4-(4-(benzyloxy)-3-methoxyphenyl)-3-methyl-2-oxo-6-(trifluoromethyl)-2,3-dihydro-1H-benzo[d]imidazol-1-yl)-N-(4-fluorophenyl)acetamide